3,5-Bis((E)-2-chloro-3-(trifluoromethyl)benzylidene)-1-(3-(dimethylamino)propanoyl)piperidin-4-one ClC1=C(\C=C\2/CN(C\C(\C2=O)=C/C2=C(C(=CC=C2)C(F)(F)F)Cl)C(CCN(C)C)=O)C=CC=C1C(F)(F)F